ClCC(=O)N(CC(=O)N)NC(=O)[C@H]1N(CCC1)C(=O)C1(CC1)C1=CC=C(C=C1)OC(F)(F)F 2-[(2-Chloroacetyl)-[[(2S)-1-[1-[4-(trifluoromethoxy)phenyl]cyclopropancarbonyl]pyrrolidin-2-carbonyl]amino]amino]acetamid